oxastearone OCCCCCCCCCCCCCCCCC(=O)CCCCCCCCCCCCCCCCC